N1=C(C=CC=C1)C1(CCCC1)CN pyridinyl-cyclopentanemethylamine